BrC=1C(=NC(=NC1)NC1=C(C=C(C(=C1)C)N1CCC(CC1)N1CCN(CC1)C)OC)NC1=C(C=C(C=C1)C)[PH3+] (2-((5-bromo-2-((2-methoxy-5-methyl-4-(4-(4-Methylpiperazin-1-yl)piperidin-1-yl)phenyl)amino)pyrimidin-4-yl)amino)-5-methylphenyl)phosphonium